1-(6-(5-(((6-(1H-1,2,3-triazol-1-yl) pyrimidin-4-yl) oxy) methyl)-1-methyl-1H-1,2,3-triazol-4-yl)-2-ethylpyridin-3-yl) acetate C(C)(=O)OC=1C(=NC(=CC1)C=1N=NN(C1COC1=NC=NC(=C1)N1N=NC=C1)C)CC